tetradecadiene-7-ene C=CC=CCCC=CCCCCCC